C(C)(C)(C)C1=NC(=NC=C1)C=1NC2=CC=C(C=C2C1)S(=O)(=O)C1(CC1)C(=O)O 1-((2-(4-(tert-Butyl)pyrimidin-2-yl)-1H-indol-5-yl)sulfonyl)cyclopropane-1-carboxylic acid